1,3-didecyl-2-methylimidazolium chloride [Cl-].C(CCCCCCCCC)N1C(=[N+](C=C1)CCCCCCCCCC)C